NC(CC(C)O)C 4-amino-2-pentanol